tert-butyl 1-[1-(2-vinylpyridin-3-yl) ethyl]-1h,4h,5h,6h,7h-[1,2,3]triazolo[4,5-c]pyridine-5-carboxylate C(=C)C1=NC=CC=C1C(C)N1N=NC=2CN(CCC21)C(=O)OC(C)(C)C